C(C)(=O)N1CC=2C(CC1)=C(N(N2)C=2C=CC=C1C=C(N=CC21)C=2C=CC(=NC2)C(=O)OC)CC methyl 5-(8-(6-acetyl-3-ethyl-4,5,6,7-tetrahydro-2H-pyrazolo[3,4-c]pyridin-2-yl)isoquinolin-3-yl)picolinate